C(#N)C1(CC1)CC=1C=C(C=NC1C)C1(CC1)C(=O)O (5-((1-cyanocyclopropyl)methyl)-6-methylpyridin-3-yl)cyclopropane-1-carboxylic acid